N1=C(C=CC2=CC=CC=C12)C1=C(C=C2CCCC2=C1)O 6-(quinolin-2-yl)-2,3-dihydro-1H-inden-5-ol